5-[4-amino-5-(trifluoromethyl)pyrrolo[2,1-f][1,2,4]triazin-7-yl]-N-(1-benzyl-2-oxopyrrolidin-3-yl)-2-methoxypyridine NC1=NC=NN2C1=C(C=C2C=2C=CC(N(C2)C2C(N(CC2)CC2=CC=CC=C2)=O)OC)C(F)(F)F